Trifluoro-methanesulfonic acid 8-cyano-11,11-dimethyl-5-oxo-10,11-dihydro-5H-pyrido[2,3-b]carbazol-2-yl ester C(#N)C1=CC=C2C=3C(C4=C(C(C3NC2=C1)(C)C)N=C(C=C4)OS(=O)(=O)C(F)(F)F)=O